1,2,3,4,5,8-hexahydronaphthalene-1-carboxylic acid C1(CCCC=2CC=CCC12)C(=O)O